COC1=C(C=O)C=CC=C1 methoxy-benzaldehyde